C12CNCC(N1CC=1C=C3CN(C(C3=CC1)=O)C1C(NC(CC1)=O)=O)C2 3-(5-((3,6-diazabicyclo[3.1.1]heptan-6-yl)methyl)-1-oxoisoindolin-2-yl)piperidine-2,6-dione